CNP(=O)(O)OP(=O)O methylamino-diphosphonic acid